C(C)(C)C1=C(CCSCC=2NC(NC2)=S)C=CC=C1C(C)C 4-[(2,3-diisopropylphenethylthio)methyl]1,3-dihydroimidazole-2-thione